C(CCCCCC(C)(C)C)(=O)OOC(CCC)(C)C 1,1-dimethylbutyl peroxyneodecanoate